CNC1CC(C1)OC1CCN(CC1)CCCCNC1CC(C1)OC1CCN(CC1)C N-methyl-3-((1-(4-(((1s,3S)-3-((1-methylpiperidin-4-yl)oxy)cyclobutyl)amino)butyl)piperidin-4-yl)oxy)cyclobutan-1-amine